3-(6-((1-Benzylazetidin-3-yl)methyl)-2-oxobenzo[c]indol-1(2H)-yl)piperidine-2,6-dione C(C1=CC=CC=C1)N1CC(C1)CC=1N=C2C=CC(C(C23C1C=CC=C3)C3C(NC(CC3)=O)=O)=O